1-(4,7-dihydro-5H-thieno[2,3-c]pyran-7-yl)-N-methyl-methylamine S1C=CC2=C1C(OCC2)CNC